CON1NC=CC1 N-methoxypyrazoline